Cl.BrC=1C=C(C=CC1F)N1C=NOC1=O 4-(3-bromo-4-fluorophenyl)-1,2,4-oxadiazol-5(4H)-one hydrochloride